C(C)(=O)N1CCP(CC1)(=O)C1=CC2=C(N=C(N=C2N[C@H](C)C=2C(=C(C=CC2)C(C(=O)N)(F)F)F)C)C=N1 2-{3-[(1R)-1-{[6-(1-acetyl-4-oxo-1,4lambda5-azaphosphinan-4-yl)-2-methylpyrido[3,4-d]pyrimidin-4-yl]amino}ethyl]-2-fluorophenyl}-2,2-difluoroacetamide